FC=1C=CC(=NC1)NC(=O)C1=CC(=CC=2N1N=CC2)C2=CN=C(S2)C N-(5-Fluoropyridin-2-yl)-5-(2-methylthiazol-5-yl)pyrazolo[1,5-a]pyridine-7-carboxamide